C(N)(=O)C1=CC(=NC2=C1N=CN=C2N[C@@H]2CN(C[C@H](C2)F)C(=O)OC(C)(C)C)C2=CC=C(C=C2)OCC(C)(C)O tert-butyl (3S,5S)-3-({8-carbamoyl-6-[4-(2-hydroxy-2-methylpropoxy)phenyl]pyrido[3,2-d]pyrimidin-4-yl}amino)-5-fluoropiperidine-1-carboxylate